C1(CCC1)N1C[C@@H](OCC1)CN1C(C=2N(C=3N(C(C2C1)=O)N=C(C3)CC)CC(=O)NC3=NC=C(C=C3)F)=O 2-(6-{[(2R)-4-cyclobutylmorpholin-2-yl]methyl}-2-ethyl-5,8-dioxo-5,6,7,8-tetrahydro-4H-pyrazolo[1,5-a]pyrrolo[3,4-d]pyrimidin-4-yl)-N-(5-fluoropyridin-2-yl)acetamide